2-(3-Methyl-3-buten-1-yn-1-yl)naphthalene CC(C#CC1=CC2=CC=CC=C2C=C1)=C